Ethyl 5-bromo-7-methoxyimidazo[1,2-a]pyridine-3-carboxylate BrC1=CC(=CC=2N1C(=CN2)C(=O)OCC)OC